5-MORPHOLINO-IMIDAZO[1,2-A]PYRIMIDINE O1CCN(CC1)C1=CC=NC=2N1C=CN2